tetramethylenebismaleimide Methyl-5-(3-cyclopropoxyphenyl)-1-(2,4-dichlorophenyl)-1H-pyrazole-3-carboxylate COC(=O)C1=NN(C(=C1)C1=CC(=CC=C1)OC1CC1)C1=C(C=C(C=C1)Cl)Cl.C1(C(=CC(N1)=O)CCCCC=1C(=O)NC(C1)=O)=O